NC1=C(C(=O)NC(C)C)C=C(C=N1)C1=C(C=C(C=C1)NC([C@@H](C1=CC=CC=C1)O)=O)C (R)-2-amino-5-(4-(2-hydroxy-2-phenylacetamido)-2-methylphenyl)-N-isopropylnicotinamide